CC1(C[C@@H](C(N1CC(F)(F)F)=O)N(C(=O)C=1N=C(SC1)C#C)C1=CC(=CC(=C1)OC(F)(F)F)OC)C (S)-N-(5,5-Dimethyl-2-oxo-1-(2,2,2-trifluoroethyl)pyrrolidin-3-yl)-2-ethynyl-N-(3-methoxy-5-(trifluoromethoxy)phenyl)thiazole-4-carboxamide